Cl.FC(N1N=CC(=C1)C=1C(=CC(=NC1)NC1=NC(=NC=C1)C1=C(C=CC=C1OC)F)N1C[C@H](CCC1)CNC)F (R)-N-(5-(1-(difluoromethyl)-1H-pyrazol-4-yl)-4-(3-((methylamino)methyl)piperidin-1-yl)pyridin-2-yl)-2-(2-fluoro-6-methoxyphenyl)pyrimidin-4-amine hydrochloride